α,β-lactose OC1[C@H](O)[C@@H](O)[C@H](O[C@H]2[C@H](O)[C@@H](O)[C@@H](O)[C@H](O2)CO)[C@H](O1)CO